O1CCNCC12CCNCC2 oxa-4,9-diazaspiro[5.5]undecan